NCC(CC(=O)O)O 4-amino-3-hydroxybutanoic acid